FC1(CC(C1)CN[C@H]1[C@@H](CCCC1)N(C=1C=C2C(N(C(C2=CC1)=O)C1C(NC(CC1)=O)=O)=O)C)F 5-(((1R,2R)-2-(((3,3-difluorocyclobutyl)methyl)amino)cyclohexyl)(methyl)amino)-2-(2,6-dioxopiperidin-3-yl)isoindoline-1,3-dione